N1CCCC=2C3=CC=CC=C3NC12 tetrahydroazacarbazole